6-(prop-2-ynyloxy)hexan-1-ol C(C#C)OCCCCCCO